ClC1=C2C[C@@H]([C@H](C2=CC(=C1)Cl)OC1=CC=CC=C1)N1C[C@@H](CCC1)N(C)C 4-[[(1S,2S)-4,6-Dichloro-2-[(3R)-3-(dimethylamino)piperidin-1-yl]-2,3-dihydro-1H-inden-1-yl]oxy]benzene